(E)-3-fluoro-2-(((2-(2,2,4-trimethylpyrrolidin-1-yl)benzo[d]oxazol-6-yl)oxy)methyl)prop-2-en-1-amine 4-methylbenzenesulfonate CC1=CC=C(C=C1)S(=O)(=O)O.F/C=C(\CN)/COC1=CC2=C(N=C(O2)N2C(CC(C2)C)(C)C)C=C1